2-Amino-7-(3,4-difluorobenzyl)-9-((2R,3S,4S,5R)-4-fluoro-3-hydroxy-5-(hydroxymethyl)tetrahydrofuran-2-yl)-7,9-dihydro-8H-purin-8-on NC1=NC=C2N(C(N(C2=N1)[C@@H]1O[C@@H]([C@H]([C@H]1O)F)CO)=O)CC1=CC(=C(C=C1)F)F